2-[(3R,5S)-3,5-dimethylpiperazin-1-yl]-1,3-benzothiazole-6-carbonitrile C[C@@H]1CN(C[C@@H](N1)C)C=1SC2=C(N1)C=CC(=C2)C#N